5-(2,4-dioxo-1,3-oxazolidin-5-yl)-[1,2,4]triazolo[1,5-a]pyridin-8-yl 4-{[(1Z)-{[(tert-butoxy)carbonyl]amino}({[(tert-butoxy)carbonyl]imino})methyl]amino}benzoat C(C)(C)(C)OC(=O)N\C(=N/C(=O)OC(C)(C)C)\NC1=CC=C(C(=O)OC=2C=3N(C(=CC2)C2C(NC(O2)=O)=O)N=CN3)C=C1